4-chloro-2-[(2E,4E)-5-[(1R,2R,3S,6R)-3-hydroxy-1,2,3,6-tetramethylcyclohexyl]-3-methylpent-2,4-dien-1-yl]-6-[(1E)-(hydroxyimino)methyl]-3-methoxy-5-methylphenol ClC1=C(C(=C(C(=C1C)/C=N/O)O)C\C=C(\C=C\[C@@]1([C@H]([C@@](CC[C@H]1C)(C)O)C)C)/C)OC